tert-butyl 5-[4-[4-([1,2,4]triazolo[1,5-a]pyridin-7-yloxy)anilino]pyrido[3,2-d]pyrimidin-6-yl]-3,6-dihydro-2H-pyridine-1-carboxylate N=1C=NN2C1C=C(C=C2)OC2=CC=C(NC=1C3=C(N=CN1)C=CC(=N3)C3=CCCN(C3)C(=O)OC(C)(C)C)C=C2